OC=1C=CC2=C([Si](C3=C(C=CC(=C3)O)C23OC(C2=CC=C(C=C32)C(=O)OC(C)(C)C)=O)(C)C)C1 tert-butyl 3,7-dihydroxy-5,5-dimethyl-3'-oxo-3'H,5H-spiro[dibenzo[b,e]siline-10,1'-isobenzofuran]-6'-carboxylate